C1(=CC=CC=C1)C(C(=O)O)(O)C1=CC=CC=C1 2,2-Diphenyl-2-hydroxyacetic acid